ClC1=CC=NC2=CC=C(C=C12)C1(CC(C1)OC)O 1-(4-chloroquinolin-6-yl)-3-methoxycyclobutan-1-ol